{[di(biphenylyl)triazinyl]phenyl}thiaazaindenofluorene Dimethyl-4-chloropyridine-2,6-dicarboxylate COC(=O)C1=NC(=CC(=C1)Cl)C(=O)OC.C1(=C(C=CC=C1)C1=C(C(=NN=N1)C1=C(C=CC=C1)C1=NSC2=CC3=C(C=CC=4C=5C=CC=CC5CC34)C2=C1)C1=C(C=CC=C1)C1=CC=CC=C1)C1=CC=CC=C1